6-Amino-3-((1R,3S)-4'-chloro-3-(2-oxooxazolidin-3-yl)-1',2'-dihydrospiro[cyclopentane-1,3'-pyrrolo[2,3-b]pyridin]-5'-yl)-2-fluoro-N,N-dimethylbenzamide NC1=CC=C(C(=C1C(=O)N(C)C)F)C=1C(=C2C(=NC1)NC[C@]21C[C@H](CC1)N1C(OCC1)=O)Cl